N=1C=C(N2N=CC=CC21)NC(=O)C2=CC1=CN(N=C1C=C2OC)C2CCC(CC2)NC N-(Imidazo[1,2-b]pyridazin-3-yl)-6-methoxy-2-((1s,4s)-4-(methylamino)cyclohexyl)-2H-indazole-5-carboxamide